6-fluoro-2-isopentyl-5-nitrobenzo[d]oxazole FC1=CC2=C(N=C(O2)CCC(C)C)C=C1[N+](=O)[O-]